2H-benzo[H]chromene-3-carbaldehyde O1CC(=CC2=CC=C3C(=C12)C=CC=C3)C=O